FC1=C(CNC(=O)N2CCC3(N(C4=CC=C(C=C4C(C3)=O)F)CC)CC2)C=CC(=C1NCCOC)F N-(2,4-difluoro-3-((2-methoxyethyl)amino)benzyl)-1'-ethyl-6'-fluoro-4'-oxo-3',4'-dihydro-1'H-spiro[piperidine-4,2'-quinoline]-1-carboxamide